FC(OC1=CC=C(C=C1)S(=O)(=O)NC1CC(C=2C=NNC2C1)C(F)(F)F)(F)F 4-(trifluoromethoxy)-N-(4-(trifluoromethyl)-4,5,6,7-tetrahydro-1H-indazol-6-yl)benzenesulfonamide